NC1=NN2C(N=CC=C2)=C1C(=O)NC(C)C1=CC(=C2C=NN(C2=C1OCC)C1CCC1)Cl 2-amino-N-(1-(4-chloro-1-cyclobutyl-7-ethoxy-1H-indazol-6-yl)ethyl)pyrazolo[1,5-a]pyrimidine-3-carboxamide